ClC1=CC(=C(C=C1)C1N(C(C12CCCC2)=O)CC2CCN(CC2)C2=CC(=C(C(=O)O)C=C2)OC=2C=C1C(=NC2)NC=C1)C 4-(4-{[1-(4-chloro-2-methylphenyl)-3-oxo-2-azaspiro[3.4]oct-2-yl]methyl}piperidin-1-yl)-2-(1H-pyrrolo[2,3-b]pyridin-5-yloxy)benzoic acid